OC1=CC(=C(C=C1)C1=CC=C(C=C1)NC(=O)[C@@H]1N(CCC1)C(=O)NC1=CC=C(C=C1)C(C)C)C (2R)-N2-(4'-hydroxy-2'-methyl[1,1'-biphenyl]-4-yl)-N1-[4-(propan-2-yl)phenyl]pyrrolidine-1,2-dicarboxamide